(S)-(4,5-dichloro-1H-indol-2-yl)(3-((methylamino)methyl)pyrrolidin-1-yl)methanone ClC1=C2C=C(NC2=CC=C1Cl)C(=O)N1C[C@@H](CC1)CNC